ClC1=CC2=C(N=CN=C2NC2=CC(=C(C=C2)OC2=CC=3N(C=C2)N=NN3)C)C=N1 6-chloro-N-(3-methyl-4-{[1,2,3,4]tetrazolo[1,5-a]pyridin-7-yloxy}phenyl)pyrido[3,4-d]pyrimidin-4-amine